2-Hexyldecyl 3-(hexylamino)propanoate C(CCCCC)NCCC(=O)OCC(CCCCCCCC)CCCCCC